ClC=1C(=NC=CC1S)OC1CCOCC1 chloro-2-((tetrahydro-2H-pyran-4-yl)oxy)pyridine-4-thiol